C(C)N(C1C(CCC1)OC=1C=C2CN(C(C2=CC1)=O)C1CNCCC1)C 3-(5-((2-(Ethyl(methyl)amino)cyclopentyl)oxy)-1-oxoisoindolin-2-yl)piperidin